OCCC1=C(C=CC=C1)OP(O)(O)=O 2-hydroxyethyl-phenylphosphoric acid